FC(C1=CC=C(CN(S(=O)(=O)C=2SC=CC2)C#CC=2C(=C(C(=O)OC)C=CC2)N2C=CC=C2)C=C1)(F)F Methyl 3-((N-(4-(trifluoromethyl)benzyl)thiophen-2-sulfonamido)ethynyl)-2-(1H-pyrrol-1-yl)benzoate